C(C)(=O)N1CCC(CC1)NC1=NC(=NC=C1C(=O)N)NC1CCC(CC1)COC 4-(1-acetylpiperidin-4-ylamino)-2-((1r,4r)-4-(methoxymethyl)cyclohexylamino)pyrimidine-5-carboxamide